FC=1C(=CC=2C3=C(NC(C2C1)=O)COCC3N(C(=O)NC3=CC(=C(C(=C3)F)F)F)C)F 1-(8,9-difluoro-6-oxo-1,4,5,6-tetrahydro-2H-pyrano[3,4-c]isoquinolin-1-yl)-1-methyl-3-(3,4,5-trifluorophenyl)urea